C(C)(C)N1N=C2C(=NN(C(C2=C1)=O)CC(=O)NC=1OC=CN1)C(C)C (2,7-diisopropyl-4-oxo-pyrazolo[3,4-d]pyridazin-5-yl)-N-oxazol-2-yl-acetamide